Cl(=O)(=O)OCl chloroxy(chlorooxygen)